ClC1=C(C=C2C(=C(N=NC2=C1)C1=CC(=CC(=C1)C)Cl)N1CCC(CC1)NC1COC1)C=1C=C(C(=O)N)C=C(C1)F 3-[7-chloro-3-(3-chloro-5-methylphenyl)-4-{4-[(oxetan-3-yl)amino]piperidin-1-yl}cinnolin-6-yl]-5-fluorobenzamide